L-3,4-dihydroxyphenyl-alanine OC=1C=C(C=CC1O)N[C@@H](C)C(=O)O